N-(5-(3'-(2-Cyanoethyl)-2'-oxo-2',3'-dihydrospiro[cyclopropane-1,1'-pyrrolo[2,3-c]quinolin]-8'-yl)-2-methoxypyridin-3-yl)-N-((2-(trimethylsilyl)ethoxy)methyl)benzenesulfonamide C(#N)CCN1C(C2(C3=C1C=NC=1C=CC(=CC31)C=3C=C(C(=NC3)OC)N(S(=O)(=O)C3=CC=CC=C3)COCC[Si](C)(C)C)CC2)=O